4-(6-chloro-4-(methoxymethyl)pyridin-2-yl)piperazine-1-carboxylic acid tert-butyl ester C(C)(C)(C)OC(=O)N1CCN(CC1)C1=NC(=CC(=C1)COC)Cl